ClC1=NC=C(C(=N1)NC1CCC(CC1)(C)O)C(=O)O 2-chloro-4-(((1r,4r)-4-hydroxy-4-methylcyclohexyl)amino)pyrimidine-5-carboxylic acid